C(N)(=O)[C@H](C)NC1=NC(=CC=C1[C@@H]1CC2(CC(C2)(F)F)CCN1CC1=C2C=CN(C2=C(C=C1OC)C)C(=O)OC(C)(C)C)C(=O)OC tert-butyl 4-(((6S)-6-(2-(((1S)-1-carbamoylethyl)amino)-6-(methoxycarbonyl)pyridin-3-yl)-2,2-difluoro-7-azaspiro[3.5]nonan-7-yl)methyl)-5-methoxy-7-methylindole-1-carboxylate